2-chloro-N-(4-isopropylphenyl)acetamide CC(C)C1=CC=C(C=C1)NC(=O)CCl